2-(3,5-dimethoxy-4-propoxyphenyl)ethanamine COC=1C=C(C=C(C1OCCC)OC)CCN